ClC1=C(COC2=CC=CC(=N2)C=2CCN(CC2)CC2=NC3=C(N2C[C@H]2OCC2)C=C(C=C3)C(=O)O)C(=CC=C1)Cl (S)-2-((6-((2,6-dichlorobenzyl)oxy)-3',6'-dihydro-[2,4'-bipyridin]-1'(2'H)-yl)methyl)-1-(oxetan-2-ylmethyl)-1H-benzo[d]imidazole-6-carboxylic acid